CN1N=C2C(=CC(=CC2=C1)S(=O)(=O)NC(C1=CC=CC=C1)=O)[N+](=O)[O-] N-((2-methyl-7-nitro-2H-indazol-5-yl)sulfonyl)benzamide